(2R,4'R,4a'S,7a'R,12b'S)-3'-(cyclopropylmethyl)-9'-methoxy-1',2',3',4',5',6'-hexahydro-4a'H,7a'H-spiro[pyrrolidine-2,7'-[4,12]methanobenzofuro[3,2-e]isoquinolin]-4a'-ol C1(CC1)CN1[C@H]2[C@@]3(CC[C@]4([C@H]5[C@]3(CC1)C1=C(O5)C(=CC=C1C2)OC)NCCC4)O